4-bromo-2-methoxypyrimidine BrC1=NC(=NC=C1)OC